2-acetylamino-N-(5-((1-benzylpiperidin-4-yl)methoxy)pyridin-3-yl)isonicotinamide C(C)(=O)NC=1C=C(C(=O)NC=2C=NC=C(C2)OCC2CCN(CC2)CC2=CC=CC=C2)C=CN1